Cl.NCCNC1=C(C=C(C=C1)C1=NNC(OC1)=O)C(F)(F)F 5-{4-[(2-Aminoethyl)amino]-3-(trifluoromethyl)phenyl}-3,6-dihydro-2H-1,3,4-oxadiazin-2-one-hydrochloride